C(#CC(=O)N)C(=O)N The molecule is a dicarboxylic acid diamide resulting from the formal condensation of both of the carboxy groups of butynedioic acid with ammonia. An antibacterial agent produced by Streptomyces chibaensis. It has a role as an antimicrobial agent, an antibacterial agent, a metabolite and a pesticide. It is a ynamide, a dicarboxylic acid diamide and a primary carboxamide. It derives from a butynedioic acid.